6-bromo-3,4-dihydro-1H-[1,8]naphthyridin-2-one BrC=1C=C2CCC(NC2=NC1)=O